BrC1=C(C(NC2=CC(=CC=C12)Cl)=O)NC(OC(C)(C)C)=O tert-Butyl N-(4-bromo-7-chloro-2-oxo-1H-quinolin-3-yl)carbamate